1-(4-(4-fluoro-2-methylphenyl)piperidin-1-yl)-2-(3-(4-(fluoromethyl)-4-hydroxypiperidine-1-carbonyl)-5,6-dihydrocyclopenta[c]pyrazol-1(4H)-yl)ethanone FC1=CC(=C(C=C1)C1CCN(CC1)C(CN1N=C(C2=C1CCC2)C(=O)N2CCC(CC2)(O)CF)=O)C